sodium 2-((1r,3r,5s)-3-((5-cyclopropyl-3-(2-(trifluoromethoxy) phenyl) isoxazol-4-yl) methoxy)-8-azabicyclo[3.2.1]octan-8-yl)-4-methylbenzo[d]thiazol-6-sulfinate C1(CC1)C1=C(C(=NO1)C1=C(C=CC=C1)OC(F)(F)F)COC1C[C@H]2CC[C@@H](C1)N2C=2SC1=C(N2)C(=CC(=C1)S(=O)[O-])C.[Na+]